CC(CO)CCCC 2-methylhexyl alcohol